1-bromoheptane BrCCCCCCC